1-(2-(7H-pyrrolo[2,3-d]pyrimidine-4-carbonyl)-2-azaspiro[3.3]heptan-6-yl)-1-methyl-3-(2-methyl-5-(trifluoromethoxy)phenyl)urea N1=CN=C(C2=C1NC=C2)C(=O)N2CC1(C2)CC(C1)N(C(=O)NC1=C(C=CC(=C1)OC(F)(F)F)C)C